OCC1N(CC1)C1=CC=CC=2N=C(OC21)C2=C1C=C(N=CC1=C(N=C2)NC)NC(=O)C2CC2 N-(5-(7-(2-(hydroxymethyl)azetidin-1-yl)benzo[d]oxazol-2-yl)-8-(methylamino)-2,7-naphthyridin-3-yl)cyclopropanecarboxamide